1-(2-amino-4-((3-bromophenyl)amino)-1,3,5-triazaspiro[5.5]undec-1,3-dien-9-yl)-1-methylurea NC1=NC2(NC(=N1)NC1=CC(=CC=C1)Br)CCC(CC2)N(C(=O)N)C